FC=1C(=C(C=O)C=C(C1)C#C[Si](C)(C)C)O 3-fluoro-2-hydroxy-5-((trimethylsilyl)ethynyl)benzaldehyde